di-phenyl(4-pyridinyl)methanol C1(=CC=CC=C1)C(O)(C1=CC=NC=C1)C1=CC=CC=C1